5-(4-((2-(piperazin-1-yl)pyrimidin-4-yl)amino)phenyl)thiazol-2-amine N1(CCNCC1)C1=NC=CC(=N1)NC1=CC=C(C=C1)C1=CN=C(S1)N